8-methoxy-N-methyl-7-[3-(pyrrolidin-1-yl)propoxy]-1H,2H,3H-cyclopenta[c]quinolin-4-amine formate C(=O)O.COC1=CC=2C3=C(C(=NC2C=C1OCCCN1CCCC1)NC)CCC3